O=C1NC(CCC1N1C(C2=CC=CC(=C2C1=O)N1CCC(CC1)CC(=O)N1CCC(CC1)C1=CC=C(C(=O)NC2=CC3=C(NC(=N3)CN3[C@H](CCC3)C)C=C2)C=C1)=O)=O 4-(1-(2-(1-(2-(2,6-dioxopiperidin-3-yl)-1,3-dioxoisoindolin-4-yl)piperidin-4-yl)acetyl)piperidin-4-yl)-N-(2-(((S)-2-methylpyrrolidin-1-yl)methyl)-1H-benzo[d]imidazol-5-yl)benzamide